FC(C1=CC=C(CN2N=CC=3C2=NC(=NC3)C(C(=O)N)=C)C=C1)(F)F (1-(4-(trifluoromethyl)benzyl)-1H-pyrazolo[3,4-d]pyrimidin-6-yl)acrylamide